COC1=CC=C(CNC(CN)C)C=C1 N2-(4-methoxybenzyl)propane-1,2-diamine